2-(4-(3-(2,4-dioxotetrahydropyrimidin-1(2H)-yl)-1-methyl-1H-indazol-6-yl)piperidin-1-yl)Acetic acid trifluoroacetate FC(C(=O)O)(F)F.O=C1N(CCC(N1)=O)C1=NN(C2=CC(=CC=C12)C1CCN(CC1)CC(=O)O)C